ethyl 2-(3-chloro-4-methylsulfonyl-anilino)-4-[[(1S)-2-hydroxy-1-phenyl-ethyl]amino]-pyrimidine-5-carboxylate ClC=1C=C(NC2=NC=C(C(=N2)N[C@H](CO)C2=CC=CC=C2)C(=O)OCC)C=CC1S(=O)(=O)C